ClC(C(=O)O)(C(C1=CC=CC=C1)O)CC1=CC(=CC=C1)[N+](=O)[O-] chloro-3-hydroxy-3-phenyl-2-(3-(nitro)benzyl)propionic acid